3-deoxy-D-galactose O=C[C@H](O)C[C@@H](O)[C@H](O)CO